ClC=1C=C(C=CC1O)C=CC(=O)C1=CC=C(C=C1)O 3-(3-Chloro-4-hydroxyphenyl)-1-(4-hydroxyphenyl)prop-2-en-1-one